NS(=O)(=O)C1=C(N=C(S1)C(C(=O)NC)C1=CC=C(C=C1)C1=NC=CC=C1)C [5-(aminosulfonyl)-4-methyl-1,3-thiazol-2-yl]-N-methyl-2-[4-(2-pyridinyl)phenyl]acetamide